4-[2-methoxy-4-methyl-5-[2-(2-pyridinylamino)thiazol-5-yl]sulfanyl-benzoyl]piperazine-1-carboxylic acid tert-butyl ester C(C)(C)(C)OC(=O)N1CCN(CC1)C(C1=C(C=C(C(=C1)SC1=CN=C(S1)NC1=NC=CC=C1)C)OC)=O